Cl.C(C)C=1SC=C2C1CC(CC2)NC 3-ethyl-N-methyl-4,5,6,7-tetrahydro-2-benzothiophen-5-amine hydrochloride